2-(4-{[(3R)-1-(2,2-difluoroethyl)piperidin-3-yl]amino}-7,7-dimethyl-5,7-dihydrothieno[3,4-d]pyridazin-1-yl)-5-(trifluoromethyl)phenol FC(CN1C[C@@H](CCC1)NC=1C2=C(C(=NN1)C1=C(C=C(C=C1)C(F)(F)F)O)C(SC2)(C)C)F